(2R,3R,4R,5S)-2-(azidomethyl)-5-((4-(trifluoromethyl)pyrimidin-2-yl)amino)tetrahydro-2H-pyran-3,4-diol N(=[N+]=[N-])C[C@H]1OC[C@@H]([C@H]([C@H]1O)O)NC1=NC=CC(=N1)C(F)(F)F